(4-(3-iodo-1-((2-(trimethylsilyl)ethoxy)methyl)-1H-pyrazolo[4,3-d]Pyrimidin-7-yl)piperazin-1-yl)ethan-1-one IC1=NN(C2=C1N=CN=C2N2CCN(CC2)C(C)=O)COCC[Si](C)(C)C